C(CCC)C(C(=O)O)=C.C(C=C)(=O)OCCCC butyl acrylate (butylacrylate)